OC1=C(C=CC(=C1)C(F)(F)F)C1=C(C2=C(N=N1)N(CC2)[C@@H]2C(NCC2)=O)C (3S)-3-{3-[2-hydroxy-4-(trifluoromethyl)phenyl]-4-methyl-5,6-dihydro-7H-pyrrolo[2,3-c]pyridazin-7-yl}pyrrolidin-2-one